ClC=1C=NC(=C(C(=O)NC2CCC(CC2)CN2C(N(C3=C2C=CC=C3)C=3C=CC=2N(C3)C=CN2)=O)C1)C 5-chloro-N-((1r,4r)-4-((3-(imidazo[1,2-a]pyridin-6-yl)-2-oxo-2,3-dihydro-1H-benzo[d]imidazol-1-yl)methyl)cyclohexyl)-2-methylnicotinamide